azoazulene N(=NC1=CC=C2C=CC=CC=C12)C1=CC=C2C=CC=CC=C12